ClC1=NC(=NC=C1)N[C@H]1C[C@H](N(C1)C(=O)OCC1=CC=CC=C1)C(=O)OC O1-benzyl O2-methyl (2S,4S)-4-[(4-chloropyrimidin-2-yl)amino]pyrrolidine-1,2-dicarboxylate